C(C)C1=CC=C(C(=N1)C(=O)O)C(=O)O 6-ethylpyridine-2,3-dicarboxylic acid